CC=1C=C(OC2=C(N=NN2)C(=O)O)C=CC1C 5-(3,4-dimethylphenoxy)-1H-1,2,3-triazole-4-carboxylic acid